1-methyl-1,2,3,4-tetrahydronaphthalene CC1CCCC2=CC=CC=C12